NCC=1C=C(C=CC1)N1N=C(C=C1C(=O)NC1=CC(=CC=C1)C(CNC1CC1)(C1=CC=CC=C1)O)C(F)(F)F 1-(3-(aminomethyl)phenyl)-N-(3-(2-(cyclopropylamino)-1-hydroxy-1-phenylethyl)phenyl)-3-(trifluoromethyl)-1H-pyrazole-5-carboxamide